C(CCCCCC)N1N=CC(=C1C(F)(F)F)N 1-heptyl-5-(trifluoromethyl)-1H-pyrazol-4-amine